ClC=1C=CC2=C(N(CC(O2)C(=O)NC23CC(C2)(C3)NC(COC3=CC(=C(C=C3)Cl)F)=O)C(=O)C3CC3)C1 6-chloro-N-{3-[2-(4-chloro-3-fluorophenoxy)acetamido]bicyclo[1.1.1]pentan-1-yl}-4-(cyclopropanecarbonyl)-3,4-dihydro-2H-1,4-benzoxazine-2-carboxamide